15-Hydroxy-tetracosanoic acid OC(CCCCCCCCCCCCCC(=O)O)CCCCCCCCC